decaenoic acid CCCCCCCC=CC(=O)O